SCCCC(CS)CCS 1,2-bis(2-mercaptoethyl)-3-mercaptopropane